(R)-3-Hydroxy-10-methyl-9,10,11,12-tetrahydro-8H-[1,4]diazepino[5',6':4,5]thieno[3,2-f]quinolin-8-one OC1=NC=2C=CC3=C(C2C=C1)C1=C(S3)C(N[C@@H](CN1)C)=O